5-[rac-(2R)-2-[[4-(4-Fluoro-2,6-dimethyl-phenyl)-7-quinolyl]oxy]propanoyl]-5-azaspiro[2.5]octane FC1=CC(=C(C(=C1)C)C1=CC=NC2=CC(=CC=C12)O[C@@H](C(=O)N1CC2(CC2)CCC1)C)C |r|